C1(CC1)S(=O)(=O)C#CC=1C=C(OC2=C(N=NN2)C(=O)O)C=CC1 5-(3-((cyclopropylsulfonyl)ethynyl)phenoxy)-1H-1,2,3-triazole-4-carboxylic acid